4-(((2R,5s)-5-methoxytetrahydro-2H-pyran-2-yl)methoxy)-3-nitrobenzenesulfonamide CO[C@H]1CC[C@@H](OC1)COC1=C(C=C(C=C1)S(=O)(=O)N)[N+](=O)[O-]